C(C1=CC=CC=C1)OC1=CC=C2C(=NC=NC2=C1)NC=1C(=CC(=C(C1)O)C)F 5-((7-Benzyloxyquinazolin-4-yl)amino)-4-fluoro-2-methyl-phenol